C1(=CC=CC=C1)N1N=C(C(=C1\C=C\C=1SC=CC1)C(=O)OCC)C1=CC=CC=C1 (E)-ethyl 1,3-diphenyl-5-(2-(thiophen-2-yl) vinyl)-1H-pyrazole-4-carboxylate